tert-butyl ((1r,4r)-4-((8-ethyl-6-(2-methyl-6-(phenylsulfonamido)pyridin-3-yl)quinazolin-2-yl)amino)cyclohexyl)carbamate C(C)C=1C=C(C=C2C=NC(=NC12)NC1CCC(CC1)NC(OC(C)(C)C)=O)C=1C(=NC(=CC1)NS(=O)(=O)C1=CC=CC=C1)C